C(#N)C(C1=CC(=CC=C1)OC1=CC=CC=C1)OC(=O)C1C(C1C=C(Cl)Cl)(C)C [cyano-(3-phenoxyphenyl)methyl]3-(2,2-dichloroethenyl)-2,2-dimethylcyclopropane-1-carboxylate